N-{4-[1-(2,2-Dimethyl-propyl)-piperidin-3-yl]-phenyl}-4-methyl-3-(4-pyridin-3-yl-pyrimidin-2-ylamino)-benzamide CC(CN1CC(CCC1)C1=CC=C(C=C1)NC(C1=CC(=C(C=C1)C)NC1=NC=CC(=N1)C=1C=NC=CC1)=O)(C)C